2-(2-((2-(2,6-dioxopiperidin-3-yl)-1-oxoisoindolin-4-yl)thio)ethoxy)acetamide O=C1NC(CCC1N1C(C2=CC=CC(=C2C1)SCCOCC(=O)N)=O)=O